5-(3-methoxyphenyl)-N-phenyl-1,3,4-oxadiazol-2-amine COC=1C=C(C=CC1)C1=NN=C(O1)NC1=CC=CC=C1